4-(3,5-difluoro-4-hydroxybenzamido)-N-(2-(trifluoromethyl)benzyl)thiazole-5-carboxamide FC=1C=C(C(=O)NC=2N=CSC2C(=O)NCC2=C(C=CC=C2)C(F)(F)F)C=C(C1O)F